C(C1=CC=CC=C1)OC=1C=C2CCN(C(C2=CC1OC)CCC1=CNC2=CC=C(C=C12)OC)CC1CCNCC1 6-(benzyloxy)-7-methoxy-1-(2-(5-methoxy-1H-indol-3-yl)ethyl)-2-(piperidin-4-ylmethyl)-1,2,3,4-tetrahydroisoquinoline